ClC1=CC=C(C(=N1)C(=O)NS(=O)(=O)C)N[C@H](C)C=1C=C(C=C2C(N(C(=NC12)N1CCC(CC1)(C)C1=NN(C=C1F)C)C)=O)C (R)-6-chloro-3-((1-(2-(4-(4-fluoro-1-methyl-1H-pyrazol-3-yl)-4-methylpiperidin-1-yl)-3,6-dimethyl-4-oxo-3,4-dihydroquinazolin-8-yl)ethyl)amino)-N-(methylsulfonyl)picolinamide